CCOP(=O)(C)SCCN(C(C)C)C(C)C o-ethyl S-[2-(diisopropylamino)ethyl]methylphosphonothioate